[C@H]12CN(C[C@H](CC1)N2)C=2C1=C(N=C(N2)OC[C@]23CCCN3C[C@@H](C2)F)C(=C(N=C1)C=1C=C(C=C2C=CN=C(C12)SC)O)F 8-(4-((1R,5S)-3,8-diazabicyclo[3.2.1]octan-3-yl)-8-fluoro-2-(((2R,7aS)-2-fluorotetrahydro-1H-pyrrolizin-7a(5H)-yl)methoxy)pyrido[4,3-d]pyrimidin-7-yl)-1-(methylthio)isoquinolin-6-ol